(R)-1-(2-hydroxybutyl)-3-(2-methyl-3-(o-tolyl)quinolin-6-yl)urea O[C@@H](CNC(=O)NC=1C=C2C=C(C(=NC2=CC1)C)C1=C(C=CC=C1)C)CC